N-(2,2-Dimethyl-6-(4-(2-oxo-2-(pyrrolidin-1-yl)ethyl)piperazin-1-yl)-2,3-dihydrobenzofuran-5-yl)pyrazolo[1,5-a]pyrimidine-3-carboxamide CC1(OC2=C(C1)C=C(C(=C2)N2CCN(CC2)CC(N2CCCC2)=O)NC(=O)C=2C=NN1C2N=CC=C1)C